Dimethylhafnium [6',6'''-(pyridine-2,6-diyl)bis(3-(tert-butyl)-5-methyl-2',3',4',5'-tetrahydro-[1,1'-biphenyl]-2-olate)] N1=C(C=CC=C1C=1CCCCC1C=1C(=C(C=C(C1)C)C(C)(C)C)[O-])C=1CCCCC1C=1C(=C(C=C(C1)C)C(C)(C)C)[O-].C[Hf+2]C